N1=C(C=CC=C1)C=NNC(=S)N pyridine-2-carboxaldehyde thiosemicarbazone